i-octyltrichlorosilane C(CCCCC(C)C)[Si](Cl)(Cl)Cl